O=C1N(C2=CC=CC=C2C(N1CC1=C(C=CC=C1)OC(F)(F)F)=O)CC1=CC=C(C(=O)NO)C=C1 4-((2,4-dioxo-3-(2-(trifluoromethoxy)benzyl)-3,4-dihydroquinazolin-1(2H)-yl)methyl)-N-hydroxybenzoamide